C(C)N1C(OC(C2=C1C=CC=C2C)=O)=O 1-ethyl-5-methyl-2H-benzo[d][1,3]oxazine-2,4(1H)-dione